C(N)(=O)C=1C=C(C=NC1)NC(C(=O)OCC)=O ethyl 2-[(5-carbamoyl-3-pyridyl)amino]-2-oxo-acetate